1-(2-methoxypropyl)-3-methyl-4-(4,4,5,5-tetramethyl-1,3,2-dioxaborolan-2-yl)pyrazole COC(CN1N=C(C(=C1)B1OC(C(O1)(C)C)(C)C)C)C